C(C)(=O)OC1=C2C(=CNC2=CC=C1)CCN(C)CC [3-[2-[ethyl(methyl)amino]ethyl]-1H-indol-4-yl] acetate